(S)-5,7-dihydrospiro[cyclopenta[b]pyridin-6,4'-piperidin]-5-amine dihydrochloride Cl.Cl.N1CCC2(CC1)[C@@H](C=1C(=NC=CC1)C2)N